CC1=CC=C(C=C1)C1=C(C=CC(=C1)N)C1=CC=C(C=C1)N (4-methylphenyl)-(1,1'-biphenyl)-4,4'-diamine